N-[(7-{[(tert-butyldimethylsilyl)oxy]methyl}-3-methyl-1H-indol-4-yl)methyl]-6-chloropyrido[2,3-b]pyrazin-3-amine [Si](C)(C)(C(C)(C)C)OCC=1C=CC(=C2C(=CNC12)C)CNC1=CN=C2C(=N1)N=C(C=C2)Cl